7-(5-chloropent-1-yn-1-yl)-5-(1H-pyrrolo[2,3-b]pyridin-4-yl)-1H-indazol-3-amine ClCCCC#CC=1C=C(C=C2C(=NNC12)N)C1=C2C(=NC=C1)NC=C2